(R)-N-(6-ethoxy-8-methylisoquinolin-1-yl)-5-(5-methyl-1,3,4-thiadiazol-2-yl)-N-(piperidin-3-yl)picolinamide C(C)OC=1C=C2C=CN=C(C2=C(C1)C)N(C(C1=NC=C(C=C1)C=1SC(=NN1)C)=O)[C@H]1CNCCC1